NC1=CC(=NN1)C1CC(CC1)C1=NNC(=C1)C(C)(C)O 2-(3-(3-(5-amino-1H-pyrazol-3-yl)cyclopentyl)-1H-pyrazol-5-yl)propan-2-ol